2-chloroindole-3-acrylic acid ClC=1NC2=CC=CC=C2C1C=CC(=O)O